C(C1=CC=CC=C1)N(CC(=O)OCC)CC([C@@H](CC(C)C)NC(=O)OC(C)(C)C)=O Ethyl 2-[benzyl-[(3R)-3-(tert-butoxycarbonylamino)-5-methyl-2-oxo-hexyl]amino]acetate